8-bromo-2-(4-Chloro-2-fluorophenyl)-2H-benzo[b][1,4]oxazine BrC1=CC=CC2=C1OC(C=N2)C2=C(C=C(C=C2)Cl)F